C1=C(C=CC2=CC=CC=C12)C12CNCC2C1 (+)-1-(naphthalen-2-yl)-3-azabicyclo[3.1.0]hexane